CNCCOCCOCCOCCOCCOCCO 5,8,11,14,17-Pentaoxa-2-azanonadecane-19-ol